C(CCC[N+]12CCN(CC1)CC2)[N+]21CCN(CC2)CC1 (1,4-butanediyl)bis[4-aza-1-azoniabicyclo[2.2.2]octane]